C(N)(O[C@@](C)(CC1CN2CCC1CC2)C2=CC=C(C=C2)C2=CC=C(C=C2)OCCOC)=O ((S)-quinuclidin-3-yl 2-(4'-(2-methoxyethoxy)-[1,1'-biphenyl]-4-yl) propan-2-yl) carbamate